C[TeH] methanetellurol